FC(C(=O)O)(F)F.NC1=CC=C(C=C1)C1CS(CC1)(=O)=O 3-(4-aminophenyl)tetrahydrothiophene 1,1-dioxide trifluoroacetate salt